(R)-4-(4-((1-(3-(difluoromethyl)-2-fluorophenyl)ethyl)amino)-2-methyl-8,9-dihydrofuro[2,3-h]quinazolin-6-yl)-4-hydroxy-N,N-dimethylcyclohexanecarboxamide FC(C=1C(=C(C=CC1)[C@@H](C)NC1=NC(=NC2=C3C(=C(C=C12)C1(CCC(CC1)C(=O)N(C)C)O)OCC3)C)F)F